tert-butyl N-(3-{[8-bromo-4-({[4-(pyridin-2-yl)phenyl]methyl}amino)pyrazolo[1,5-a][1,3,5]triazin-2-yl]amino}propyl)carbamate BrC=1C=NN2C1N=C(N=C2NCC2=CC=C(C=C2)C2=NC=CC=C2)NCCCNC(OC(C)(C)C)=O